tert-butyl 4-((diphenylmethylene)amino-15N)-4-methylpiperidine-1-carboxylate C1(=CC=CC=C1)C(C1=CC=CC=C1)=[15N]C1(CCN(CC1)C(=O)OC(C)(C)C)C